1-docosanoyl-2-(15Z-tetracosenoyl)-sn-glycero-3-phosphocholine CCCCCCCCCCCCCCCCCCCCCC(=O)OC[C@H](COP(=O)([O-])OCC[N+](C)(C)C)OC(=O)CCCCCCCCCCCCC/C=C\CCCCCCCC